NCCC(=O)N1CC2(CCN(CC2)C2=C(C(=C(C=C2)Cl)OC)Cl)C=2C=CC(=NC2C1)C=1C(=NC=CC1)OCC 3-amino-1-[1'-(2,4-dichloro-3-methoxyphenyl)-2-(2-ethoxypyridin-3-yl)spiro[6,8-dihydro-1,7-naphthyridine-5,4'-piperidine]-7-yl]propan-1-one